COC1=CC=C(C=C1)N1C2=CC=CC=C2C=2C=CC=CC12 9-(4-methoxyphenyl)carbazole